ClC1=CC(=C2C(=N1)N(N=C2)C)CN2C[C@H](CCC2)C (S)-6-chloro-1-methyl-4-((3-methylpiperidin-1-yl)methyl)-1H-pyrazolo[3,4-b]pyridine